C(C)(C)(C)[Si](OC=1C(=C2CC[C@](OC2=C(C1C)C)(CCC=C(C)C)C)C)(C)C (R)-tert-butyldimethyl-((2,5,7,8-tetramethyl-2-(4-methylpent-3-en-1-yl)chroman-6-yl)oxy)silane